(S)-2-(2-(3-(ethoxymethyl)-1-(2-(6-methylpyridin-3-yl)propan-2-yl)pyrrolidin-3-yl)ethyl)-4-methoxypyrimidine HCl Cl.C(C)OC[C@@]1(CN(CC1)C(C)(C)C=1C=NC(=CC1)C)CCC1=NC=CC(=N1)OC